ClC1=C(N=C(C(=N1)C(=O)OC)NC1=CC=C(C=C1)OS(=O)(=O)C)NC Methyl 6-chloro-5-(methylamino)-3-(4-methylsulfonyloxyanilino)pyrazine-2-carboxylate